Sodium 4-(methoxycarbonyl)-2-hydroxybenzenesulfonate COC(=O)C1=CC(=C(C=C1)S(=O)(=O)[O-])O.[Na+]